COC=1C=C(C[C@H]2C[C@@H](N(C2O)C(=O)OC(C)(C)C)C(=O)OCC2=CC=CC=C2)C=C(C1)OC 2-Benzyl 1-(tert-butyl) (2R,4S)-4-(3,5-dimethoxybenzyl)-5-hydroxypyrrolidine-1,2-dicarboxylate